tert-butyl 5-{2-[1-(3-chloro-5-fluorophenyl)pyrazol-4-yl]propanamido}-3-cyclopropylpyrazole-1-carboxylate ClC=1C=C(C=C(C1)F)N1N=CC(=C1)C(C(=O)NC1=CC(=NN1C(=O)OC(C)(C)C)C1CC1)C